ClC1=C(C=C(C=2C(CCC12)C1CC1)O)F 7-Chloro-3-cyclopropyl-6-fluoro-2,3-dihydro-1H-inden-4-ol